C(C)(C)(C)[C@H]1N2C(C=3N(N=C4C(=CC=CC34)OCCCCCCCC(=O)OCC)C1)=CC(C(=C2)C(=O)OC)=O methyl (R)-6-(tert-butyl)-10-((8-ethoxy-8-oxooctyl) oxy)-2-oxo-6,7-dihydro-2H-pyrido[2',1':3,4]pyrazino[1,2-b]indazole-3-carboxylate